(1R,2S)-2-(3-{[5-chloro-2-(oxetan-3-yl)pyrimidin-4-yl]amino}-1H-indazol-6-yl)-5'-methoxyspiro[cyclopropane-1,3'-indol]-2'(1'H)-one ClC=1C(=NC(=NC1)C1COC1)NC1=NNC2=CC(=CC=C12)[C@@H]1C[C@@]12C(NC1=CC=C(C=C21)OC)=O